COC(=O)C=1C=C2C=CC(=NC2=CC1)N1CCCC12COCC2 2-(7-Oxa-1-azaspiro[4.4]non-1-yl)quinoline-6-carboxylic acid methyl ester